C(#N)C=1C=C(C=CC1)C=1N=C(SC1C1=CC(=NC(=C1)C)C)NC(=O)N1C(CNCC1)CC1CC1 N-[4-(3-Cyanophenyl)-5-(2,6-dimethyl-4-pyridyl)thiazol-2-yl]-2-(cyclopropylmethyl)piperazin-1-carboxamid